2-[4-[2-[(2S)-2-methylazetidin-1-yl]-6,7-dihydro-5H-cyclopenta[d]pyrimidin-4-yl]triazol-1-yl]ethanol C[C@@H]1N(CC1)C=1N=C(C2=C(N1)CCC2)C=2N=NN(C2)CCO